BrC1=NC=C(C(=N1)C1=CN=C2N1C=C(N=C2)C(C(F)(F)F)(C)O)F 2-[3-(2-bromo-5-fluoro-pyrimidin-4-yl)imidazo[1,2-a]pyrazin-6-yl]-1,1,1-trifluoro-propan-2-ol